FC(C(=O)O)(F)F.FC1=C(C(=O)NC2=C(C(=CC(=C2)F)C=2C3=C(N=CN2)NC(=C3)C3=CC=C(C=C3)CN3CCNCC3)C)C=CC(=C1)C(C)(C)O 2-Fluoro-N-(5-fluoro-2-methyl-3-(6-(4-(piperazin-1-ylmethyl)phenyl)-7H-pyrrolo[2,3-d]pyrimidin-4-yl)phenyl)-4-(2-hydroxypropan-2-yl)benzamide trifluoroacetate